CC=1SC(=CN1)N1CC(CC1)CN (1-(2-methylthiazol-5-yl)pyrrolidin-3-yl)methanamine